C(#N)C=1C(=C(C(=O)NC=2C=C3C(=NNC3=CC2)C2=CN=CO2)C=CC1)C(=C)C 3-cyano-N-(3-(oxazol-5-yl)-1H-indazol-5-yl)-2-(prop-1-en-2-yl)benzamide